4-[5-(aminomethyl)pyrimidin-2-yl]-3-[[5-(3-fluoroazetidin-1-yl)-1,3,4-thiadiazol-2-yl]oxy]benzonitrile NCC=1C=NC(=NC1)C1=C(C=C(C#N)C=C1)OC=1SC(=NN1)N1CC(C1)F